FC(CNC(=O)C1=CN=C2N1C=C(C=C2)C=2C(=NC=CC2)C2=NC(=CC=C2)C)F N-(2,2-Difluoroethyl)-6-(6'-methyl-[2,2'-bipyridin]-3-yl)imidazo[1,2-a]pyridin-3-carboxamid